ClC=1C=C(NC1)C1=NC(=NO1)C1CCC2CSC3=C(C(N2C1)=O)C=CC=C3 9-[5-(4-chloro-1H-pyrrol-2-yl)-1,2,4-oxadiazol-3-yl]-6,6a,7,8,9,10-hexahydro-12H-pyrido[2,1-c][1,4]benzothiazepin-12-one